C(=O)C=1C=C(C=CC1)OB(O)O 3-formylphenyl-boric acid